C(C(=C)C)(=O)OCCC[Si](OC)(OC)OC 3-trimethoxysilylpropyl methacrylate